FC1=C(C=CC(=C1F)C)C=1N=NN(C1)[C@H]1[C@H]([C@H](O[C@@H]([C@@H]1OC)CN1N=NC(=C1)C1(COC1)CC)CO)O (2R,3R,4S,5R,6R)-4-(4-(2,3-difluoro-4-methylphenyl)-1H-1,2,3-triazol-1-yl)-6-((4-(3-ethyloxetan-3-yl)-1H-1,2,3-triazol-1-yl)methyl)-2-(hydroxymethyl)-5-methoxytetrahydro-2H-pyran-3-ol